C(#N)C=1C=C(C=CC1OCC(C)C)C=1SC(=C(N1)C)C(=O)OCC ethyl 2-(3-cyano-4-isobutoxyphenyl)-4-methylthiazole-5-carboxylate